C(C1=CC=CC=C1)OC[C@@H](O)[C@H](O)COCC1=CC=CC=C1 1,4-di-O-benzyl-D-threitol